ClC1=CC(=NC2=NC=C(C=C12)N1C[C@@H](N([C@H](C1)C)C)C)C1=CC2=CN(N=C2C=C1O)C 5-{4-chloro-6-[(3S,5S)-3,4,5-trimethylpiperazin-1-yl]-1,8-naphthyridin-2-yl}-2-methylindazol-6-ol